(1R,2R,3aS,10aR)-2-chloro-5-fluoro-1-{(1E,3ξ)-3-[1-(2-fluorophenyl)cyclopropyl]-3-hydroxy-1-propen-1-yl}-2,3,3a,9,10,10a-hexahydro-1H-benzo[b]cyclopenta[f]oxepin-6-carboxylic acid Cl[C@@H]1C[C@H]2[C@H](CCC3=C(O2)C(=C(C=C3)C(=O)O)F)[C@H]1\C=C\C(O)C1(CC1)C1=C(C=CC=C1)F